C=1N=CN2C1C1=CC=CC=C1[C@@H]2[C@@]2(COCCC2)O (S)-3-((R)-5H-imidazo[5,1-a]isoindol-5-yl)tetrahydro-2H-pyran-3-ol